N-(3-indolylacetyl)-L-alanine N1C=C(C2=CC=CC=C12)CC(=O)N[C@@H](C)C(=O)O